BrC=1C=C2C(N(C(=NC2=CC1)[C@@H](CCC)N1CCN(C[C@H](C1)COC)C)CC)=O 6-bromo-3-ethyl-2-((R)-1-((R)-6-(methoxymethyl)-4-methyl-1,4-diazepan-1-yl)butyl)quinazolin-4(3H)-one